FC1=C(N)C(=CC(=C1)C=1[Se]C2=C(N1)C=C(C=C2)F)F 2,6-difluoro-4-(5-fluorobenzoselenazol-2-yl)aniline